4-methylpyridinium fluoride [F-].CC1=CC=[NH+]C=C1